5-chloro-2-[4-[[(3R)-tetrahydropyran-3-yl]amino]imidazo[1,5-d][1,2,4]triazin-1-yl]phenol ClC=1C=CC(=C(C1)O)C=1C=2N(C(=NN1)N[C@H]1COCCC1)C=NC2